C(C1=C(C(=C(C(=C1C(CCC)C1=CC=CC=2NN=NC21)C)C)C)OC)C2=C(C(=C(C(=C2C(CCC)C2=CC=CC=1NN=NC12)C)C)C)OC methylenebis(benzotriazolyl-tetramethyl-butylphenol)